FC1(C(CC1)CN)F (2,2-difluorocyclobutyl)methylamine